S(=O)(=O)(O)O.FC1=C(C=CC(=C1)F)S(=O)(=O)NC=1C(=NC=C(C1)C=1C=C2C(=NC=NC2=CC1)N1CCN(CC1)C(\C=C\C(C)=O)=O)OC (E)-2,4-difluoro-N-(2-methoxy-5-(4-(4-(4-oxopent-2-enoyl)piperazine-1-yl)quinazolin-6-yl)pyridin-3-yl)benzenesulfonamide sulfate